(E)-1-(3-hydroxy-2,3-dihydrobenzofuran-2-yl)-3-phenylprop-2-en-1-one OC1C(OC2=C1C=CC=C2)C(\C=C\C2=CC=CC=C2)=O